(2R,3S,4R,5R)-2-(2-(2-amino-3-bromoquinolin-7-yl)ethyl)-5-(4-amino-7H-pyrrolo[2,3-d]pyrimidin-7-yl)-3-methyltetrahydrofuran-3,4-diol NC1=NC2=CC(=CC=C2C=C1Br)CC[C@H]1O[C@H]([C@@H]([C@@]1(O)C)O)N1C=CC2=C1N=CN=C2N